C(C)[N+]1(CCOCC1)[O-] ethylmorpholine N-oxide